C[C@H]1C(=O)CC[C@@H]2[C@@]1(CC[C@H]3[C@]2(CC[C@@]4([C@@]3(CC[C@@]5([C@H]4CC(CC5)(C)C)C)C)C)C)C The molecule is a pentacyclic triterpenoid that is perhydropicene which is substituted by an oxo group at position 3 and by methyl groups at the 4, 4a, 6b, 8a, 11, 11, 12b, and 14a-positions (the 4R,4aS,6aS,6bR,8aR,12aR,12bS,14aS,14bS-enantiomer). It is the major triterpenoid constituent of cork. It has a role as an anti-inflammatory drug, a non-narcotic analgesic, an antipyretic and a plant metabolite. It is a pentacyclic triterpenoid and a cyclic terpene ketone.